O=C1N(CC(C1)CCC)[C@H](C(=O)O)CC (2S)-2-(2-oxo-4-propyl-pyrrolidine-1-yl)butyric acid